(S)-2-methylene-4-oxo-4-((1-(6-(trifluoromethyl)pyridin-3-yl)ethyl)amino)butanoic acid C=C(C(=O)O)CC(N[C@@H](C)C=1C=NC(=CC1)C(F)(F)F)=O